hexyl (1-methyl-4-(6-methyl-5-(methylsulfonamido) pyridin-2-yl)-1H-1,2,3-triazol-5-yl)carbamate CN1N=NC(=C1NC(OCCCCCC)=O)C1=NC(=C(C=C1)NS(=O)(=O)C)C